C(C(CCCCS(=O)(=O)[O-])S(=O)(=O)[O-])S(=O)(=O)O[SiH](C)C dimethylsilyl hexanetrisulfonate